4-(((2-(2,6-dioxopiperidin-3-yl)-1,3-dioxoisoindolin-4-yl)amino)methyl)benzamide O=C1NC(CCC1N1C(C2=CC=CC(=C2C1=O)NCC1=CC=C(C(=O)N)C=C1)=O)=O